acryloylpropyl-dimethyl-behenyl-ammonium bromide [Br-].C(C=C)(=O)CCCCCCCCCCCCCCCCCCCCCC[N+](C)(C)CCC